ClC1=CC=C(C=C1)C1=NN=C(O1)NC(C1=C(C=CC=C1)OC1=CC=C(C=C1)F)=O N-(5-(4-chlorophenyl)-1,3,4-oxadiazol-2-yl)-2-(4-fluorophenoxy)benzamide